C(C1=CC=CC=C1)OC=1C(=C(C=2[C@H]([C@@H](CCC2C1)N(CC1=CC=CC=C1)CC1=CC=CC=C1)O)F)N(S(NC(=O)OCC=C)(=O)=O)CC(=O)OC(C)(C)C tert-butyl {[(7R,8R)-3-(benzyloxy)-7-(dibenzylamino)-1-fluoro-8-hydroxy-5,6,7,8-tetrahydronaphthalen-2-yl]({[(prop-2-en-1-yl)oxy]carbonyl}sulfamoyl)amino}acetate